benzyl (3-((8-(4-chloropicolinamido)quinolin-4-yl)(methyl)amino)propyl)carbamate ClC1=CC(=NC=C1)C(=O)NC=1C=CC=C2C(=CC=NC12)N(CCCNC(OCC1=CC=CC=C1)=O)C